[Si](C)(C)(C(C)(C)C)OC[C@@H]1N(CCNC1)C1CCN(CC1)C(=O)OCC1=CC=CC=C1 benzyl (R)-4-(2-(((tert-butyldimethylsilyl)oxy)methyl)piperazin-1-yl)piperidine-1-carboxylate